N2,N4-bis([1,1'-biphenyl]-3-yl)-7,8-dihydro-5H-pyrano[4,3-d]pyrimidine-2,4-diamine C1(=CC(=CC=C1)NC=1N=C(C2=C(N1)CCOC2)NC=2C=C(C=CC2)C2=CC=CC=C2)C2=CC=CC=C2